C(#N)C(C)(C)C1=CC=2N(C=C1)C(=CN2)C2=CC(=C(C(=O)N(C)CC)C(=C2)OC)OC(F)F 4-[7-(1-cyano-1-methyl-ethyl)imidazo[1,2-a]pyridin-3-yl]-2-(difluoromethoxy)-N-ethyl-6-methoxy-N-methyl-benzamide